Cl.FC(C1CC2(NC(C1)C2)C(=O)O)(F)F trans-3-(trifluoromethyl)-6-azabicyclo[3.1.1]heptane-1-carboxylic acid hydrochloride